C(C)(C)(C)NC1CN(CCN(C1)C)C 1-tert.butylamino-3,6-dimethyl-3,6-diazacycloheptane